2-[4-[(Z)-[6-ethoxycarbonyl-7-methyl-5-(4-methylsulfanylphenyl)-3-oxo-5H-[1,3]thiazolo[3,2-a]pyrimidin-2-ylidene]methyl]phenoxy]acetic acid C(C)OC(=O)C1=C(N=C2N(C1C1=CC=C(C=C1)SC)C(/C(/S2)=C/C2=CC=C(OCC(=O)O)C=C2)=O)C